CC(COC=1C=CC2=C(N=C(O2)C2=C3C=C(N=CC3=C(N=C2)NC)NC(=O)C2CC2)C1)(C)N1CCOCC1 N-(5-(5-(2-methyl-2-morpholinopropoxy)benzo[d]oxazol-2-yl)-8-(methylamino)-2,7-naphthyridin-3-yl)cyclopropanecarboxamide